tert-butyl ((2S,3S,E)-5-(tert-butyldimethylsilyl)-1-hydroxy-3-methylpent-4-en-2-yl)carbamate [Si](C)(C)(C(C)(C)C)/C=C/[C@@H]([C@@H](CO)NC(OC(C)(C)C)=O)C